CS(=O)(=O)C=1C=C(C=CC1)NC(=O)C1=NC(=CN=C1)C(F)(F)F N-[3-(methylsulfonyl)phenyl]-6-(trifluoromethyl)pyrazine-2-carboxamide